FC1=C(C=CC=C1)CC(=O)NC=1SC(=NN1)C1CCN(CC1)C=1N=NC(=CC1)NC(CC1=NC=CC=C1)=O 2-(2-Fluorophenyl)-N-(5-(1-(6-(2-(pyridin-2-yl)acetamido)pyridazin-3-yl)piperidin-4-yl)-1,3,4-thiadiazol-2-yl)acetamide